2-fluoro-4-{7-[(oxetan-3-ylmethyl)amino]-[1,2,4]triazolo[1,5-a]pyridin-5-yl}benzonitrile FC1=C(C#N)C=CC(=C1)C1=CC(=CC=2N1N=CN2)NCC2COC2